(E)-3-(furan-2-yl)acrylic acid O1C(=CC=C1)/C=C/C(=O)O